C(C)(C)(C)C1=NOC(=N1)C1=CC(=C(C=C1)C1CC1)N1CC(CC1)(F)F 3-tert-butyl-5-[4-cyclopropyl-3-(3,3-difluoropyrrolidin-1-yl)phenyl]-1,2,4-Oxadiazole